(S)-4-(4-Acryloyl-2-methylpiperazin-1-yl)-1-(2,6-diethylphenyl)-7-(2-fluoro-6-hydroxyphenyl)pyrido[2,3-d]pyrimidin-2(1H)-one C(C=C)(=O)N1C[C@@H](N(CC1)C=1C2=C(N(C(N1)=O)C1=C(C=CC=C1CC)CC)N=C(C=C2)C2=C(C=CC=C2O)F)C